CCCCC[C@@H](/C=C/C=C\\C/C=C\\C=C\\[C@H](CCCC(=O)O)OO)OO The molecule is a bis(hydroperoxy)icosatetraenoic acid that is (6E,8Z,11Z,13E)-icosatetraenoic acid in which the two hydroperoxy groups are located at positions 5S and 15S. It has a role as a human blood serum metabolite, a human xenobiotic metabolite and a rat metabolite. It is a conjugate acid of a (5S,15S)-dihydroperoxy-(6E,8Z,11Z,13E)-icosatetraenoate.